4-methyl-5-(2-(trifluoromethyl)phenyl)-1H-pyrrole-3-carboxylic acid CC=1C(=CNC1C1=C(C=CC=C1)C(F)(F)F)C(=O)O